4-[1-isopropyl-7-((R)-1-quinolin-3-yl-ethylamino)-1H-pyrazolo[4,3-d]pyrimidin-5-yl]-1-methyl-piperazin-2-one C(C)(C)N1N=CC=2N=C(N=C(C21)N[C@H](C)C=2C=NC1=CC=CC=C1C2)N2CC(N(CC2)C)=O